3-(Pyridin-2-yl)-4-(trifluoromethyl)aniline N1=C(C=CC=C1)C=1C=C(N)C=CC1C(F)(F)F